C(C)NC(=O)C1=NC(=NO1)C1(CC1)C ethyl-3-(1-methylcyclopropyl)-1,2,4-oxadiazole-5-carboxamide